BrC1=NC(=C(C(=C1Br)C)COC)C 2,3-Dibromo-5-(methoxymethyl)-4,6-dimethylpyridine